2-[4-[6-[3-[6-(difluoromethyl)-2-pyridyl]-1H-pyrazol-4-yl]-1,5-naphthyridin-3-yl]pyrazol-1-yl]-N-methyl-ethanamine FC(C1=CC=CC(=N1)C1=NNC=C1C=1N=C2C=C(C=NC2=CC1)C=1C=NN(C1)CCNC)F